BrC=1C=C(C=CC1)C1(CC(C1)CC#N)C1=NN=CN1C trans-3-(3-bromophenyl)-3-(4-methyl-4H-1,2,4-triazol-3-yl)cyclobutylacetonitrile